N-{[2-(benzyloxy)-4-fluorophenyl]methyl}-1-methylpiperidin-4-amine C(C1=CC=CC=C1)OC1=C(C=CC(=C1)F)CNC1CCN(CC1)C